C1(CC1)C(C(=O)N1OCC[C@H]1C=1C=NC(=C(C1)F)C)C 2-cyclopropyl-1-[(3S)-3-(5-fluoro-6-methylpyridin-3-yl)-1,2-oxazolidin-2-yl]propan-1-one